(2-(tetrahydrofuran-3-yl) phenyl) methanesulfonate CS(=O)(=O)OC1=C(C=CC=C1)C1COCC1